3,19-dihydroxy-5-androsten OC1CC2=CC[C@H]3[C@@H]4CCC[C@@]4(C)CC[C@@H]3[C@]2(CC1)CO